2-(4-(8-cyano-7-((3-methoxy-4-((6-methoxypyridin-3-yl)methoxy)phenyl)amino)quinoxalin-2-yl)piperazin-1-yl)ethyl acetate C(C)(=O)OCCN1CCN(CC1)C1=NC2=C(C(=CC=C2N=C1)NC1=CC(=C(C=C1)OCC=1C=NC(=CC1)OC)OC)C#N